C(C)(C)NC=1C2=C(N=C(N1)NC1=C(C=C(C=C1)S(=O)(=O)N1CCC(CC1)N1CCOCC1)OC)NC=C2C#N 4-(isopropylamino)-2-((2-methoxy-4-((4-morpholino-piperidin-1-yl)sulfonyl)phenyl)amino)-7H-pyrrolo[2,3-d]pyrimidine-5-carbonitrile